1-ethyl-N-((1S,2S)-2-(4-fluorophenyl)-1-(6-(((3R,5S)-2-oxo-5-(trifluoromethyl)pyrrolidin-3-yl)methyl)imidazo[1,2-b]pyridazin-2-yl)butyl)-1H-pyrazole-5-carboxamide C(C)N1N=CC=C1C(=O)N[C@@H]([C@@H](CC)C1=CC=C(C=C1)F)C=1N=C2N(N=C(C=C2)C[C@@H]2C(N[C@@H](C2)C(F)(F)F)=O)C1